COC1=CC=C(C=C1)/C=C/C(=O)N(CC1OCCC1)C1=NC=CC=C1 (E)-3-(4-methoxyphenyl)-N-(2-pyridyl)-N-(tetrahydro-furan-2-ylmethyl)prop-2-enamide